(S)-3,5-difluoro-4-(3-(4-(methoxycarbonyl)morpholin-2-yl)propionyl)benzoic acid FC=1C=C(C(=O)O)C=C(C1C(CC[C@H]1CN(CCO1)C(=O)OC)=O)F